2-(5-chloro-2,3-dihydroxybenzylideneamino)-3-methylbutanoic acid ClC=1C=C(C(=C(C=NC(C(=O)O)C(C)C)C1)O)O